(E)-N'-(3-chlorophenyl)urea ClC=1C=C(C=CC1)NC(N)=O